methyl (4S,7S,10aS)-7-((tert-butoxy-carbonyl)amino)-6-oxodecahydropyrido[1,2-a]azepine-4-carboxylate C(C)(C)(C)OC(=O)N[C@H]1CCC[C@@H]2N(C1=O)[C@@H](CCC2)C(=O)OC